dioxacyclopentan-2-one O1C(OCC1)=O